[F-].C(=C)N1CN(C=C1)CC 1-vinyl-3-ethyl-imidazole fluoride